COC1=C(C=CC=C1)C(C)C 1-methoxy-2-propan-2-ylbenzene